(S)-4-(3,3-difluoroazetidin-1-yl)-N2-[1-(4-fluorophenyl)ethyl]-N6-(pyrazin-2-yl)pyridine-2,6-diamine FC1(CN(C1)C1=CC(=NC(=C1)NC1=NC=CN=C1)N[C@@H](C)C1=CC=C(C=C1)F)F